trivinyl-ammonium ethyl-5-(((5-fluoro-2,3-dihydrobenzofuran-4-yl)methyl)amino)-8-(tetrahydro-2H-pyran-4-yl)imidazo[1,2-c]pyrimidine-2-carboxylate C(C)OC(=O)C=1N=C2N(C(=NC=C2C2CCOCC2)NCC2=C(C=CC3=C2CCO3)F)C1.C(=C)[NH+](C=C)C=C